ClC=1C(=NC(=NC1)NC1CCC(CC1)N)C1=CN=C2N1C=CC(=C2)NC=2C=NC=NC2 (1r,4r)-N1-(5-Chloro-4-(7-(pyrimidin-5-ylamino)imidazo[1,2-a]pyridin-3-yl)pyrimidin-2-yl)cyclohexan-1,4-diamin